ClC=1C=C(C=CC1)C1=CC(=NC=N1)NC(=O)[C@H]1CN(CCO1)C#N (R)-N-(6-(3-chlorophenyl)pyrimidin-4-yl)-4-cyanomorpholine-2-carboxamide